COC1=C(CN(C2=NC=C(C(=C2)N[C@H]2C[C@@H](OCC2)C(=O)N2[C@H](C3=C(C=C(C=C3CC2)Cl)Cl)C)[N+](=O)[O-])CC2=C(C=C(C=C2)OC)OC)C=CC(=C1)OC |&1:13,15| ((2RS,4RS)-4-((2-(bis(2,4-dimethoxybenzyl)amino)-5-nitropyridin-4-yl)amino)tetrahydro-2H-pyran-2-yl)((S)-6,8-dichloro-1-methyl-3,4-dihydroisoquinolin-2(1H)-yl)methanone